N1C=CC2=CC=C(C=C12)C1=C(C(=O)N)C=CC=C1 1H-indol-6-ylbenzamide